2-chloro-N-(furan-2-ylmethyl)-7-vinylthieno[3,2-d]pyrimidin-4-amine ClC=1N=C(C2=C(N1)C(=CS2)C=C)NCC=2OC=CC2